C[C@@]1([C@@H](N2C(C[C@H]2S1(=O)=O)=O)C(=O)O)/C=N/NC(C1=C(C(=C(C=C1)O)O)O)=O (2S,3R,5R)-3-methyl-7-oxo-3-((E)-(2-(2,3,4-trihydroxybenzoyl)hydrazono)methyl)-4-thia-1-azabicyclo[3.2.0]heptane-2-carboxylic acid 4,4-dioxide